C(C)(C)(C)C=1N(C=CN1)CC1=CC=C(C=C1)C1=C(SC(=C1)CC(C)C)S(=O)(=O)NC(OC)=O Methyl ((3-(4-((2-(tert-butyl)-1H-imidazol-1-yl)methyl)phenyl)-5-isobutylthiophen-2-yl)sulfonyl)carbamate